3-chloro-N-[(1R)-1-(2,3-difluorophenyl)ethyl]-6-[6-(dimethylphosphoryl)pyridin-3-yl]-7-fluoro-2-methyl-1,5-naphthyridin-4-amine ClC=1C(=NC2=CC(=C(N=C2C1N[C@H](C)C1=C(C(=CC=C1)F)F)C=1C=NC(=CC1)P(=O)(C)C)F)C